2-mercapto-6-chlorobenzoic acid SC1=C(C(=O)O)C(=CC=C1)Cl